S(N)(OC[C@@H]1OC2(O[C@H]1CC1=C(C=CC=C1)Cl)CCCCC2)(=O)=O ((2S,3S)-3-(2-chlorobenzyl)-1,4-dioxaspiro[4.5]decan-2-yl)methyl sulfamate